ClC1=C(C=CC(=C1)CN1CCC(CC1)CN1N=NC(=C1)C1=C(NC2=CC=C(C=C12)F)C(=O)OCC(C)C)C1=C(C=CC=C1)OC Isobutyl 3-(1-((1-((2-chloro-2'-methoxy-[1,1'-biphenyl]-4-yl)methyl)piperidin-4-yl)methyl)-1H-1,2,3-triazol-4-yl)-5-fluoro-1H-indol-2-carboxylat